6-(triazol-2-yl)-2-azaspiro[3.3]heptane N=1N(N=CC1)C1CC2(CNC2)C1